C(CCC)C1=CC=C(C=C1)C=1C=2N(C=3C=CC=CC3N1)C1=CC=CC=C1C2 6-(4-n-butylphenyl)indolo[1,2-a]quinoxaline